2,2'-bis(o-chlorophenyl)-4,5,4',5'-tetraphenyl-1,2'-biimidazole ClC1=C(C=CC=C1)C=1N(C(=C(N1)C1=CC=CC=C1)C1=CC=CC=C1)C1(N=C(C(=N1)C1=CC=CC=C1)C1=CC=CC=C1)C1=C(C=CC=C1)Cl